CC1=NC(=NC=2N([C@H](C(NC12)=O)C)C)N[C@H]1C[C@@H](CC1)N1N=C(C=C1)C(F)(F)F (7S)-4,7,8-trimethyl-2-(((1R,3R)-3-(3-(trifluoromethyl)-1H-pyrazol-1-yl)cyclopentyl)amino)-7,8-dihydropteridin-6(5H)-one